2-(6-cyanopyridin-2-yl)-N-((1R,4R)-4-((4-((5-cyclopropyl-1H-pyrazol-3-yl)amino)pyrimidin-2-yl)(methyl)amino)cyclohexyl)acetamide C(#N)C1=CC=CC(=N1)CC(=O)NC1CCC(CC1)N(C)C1=NC=CC(=N1)NC1=NNC(=C1)C1CC1